(3R,4S)-3-amino-1-(N-(azetidin-3-yl)-N-propylsulfamoyl)-4-(3-boronopropyl)pyrrolidine-3-carboxylic acid, 2,2,2-trifluoroacetic acid salt FC(C(=O)O)(F)F.N[C@]1(CN(C[C@@H]1CCCB(O)O)S(N(CCC)C1CNC1)(=O)=O)C(=O)O